(R)-(9H-fluoren-9-yl)methyl (4-hydroxy-1-(phenylthio)butan-2-yl)carbamate OCC[C@H](CSC1=CC=CC=C1)NC(OCC1C2=CC=CC=C2C=2C=CC=CC12)=O